CC=1C(=NC=C(N1)C)C1=CC=C(C=C1)C1=CNC2=NC=C(C=C21)C=2C=CC1=C(CC[C@H](CC1)N1C3COCC1C3)C2 6-[(7S)-2-{3-[4-(3,5-Dimethylpyrazin-2-yl)phenyl]-1H-pyrrolo[2,3-b]pyridin-5-yl}-6,7,8,9-tetrahydro-5H-benzo[7]annulen-7-yl]-3-oxa-6-azabicyclo[3.1.1]heptane